C(C1=CC=CC=C1)[C@@H]1CN(CCN1)C(=O)OC(C)(C)C (R)-tert-butyl 3-benzylpiperazine-1-carboxylate